N1=NC=2C=3C(=CN(C=CC13)C(=O)O)N(CC2)C(=O)O.N2C=CC1=CC(=CC=C21)NC(C2=CC=NC=C2)=O N-(1H-indol-5-yl)isonicotinamide 1,2,5,7-tetraazabenzo[cd]azulene-5,7-dicarboxylate